FC1=C(C=CC(=C1C(=O)C1=CNC2=NC=C(C=C21)C=2C=NC(=CC2)N2CCOCC2)F)NS(=O)(=O)CCC(F)(F)F N-(2,4-difluoro-3-(5-(6-morpholinopyridin-3-yl)-1H-pyrrolo[2,3-b]pyridine-3-carbonyl)phenyl)-3,3,3-trifluoropropane-1-sulfonamide